N-(3-(6-amino-5-(2-((methyl-d3)amino)ethoxy)pyrimidin-4-yl)-5-fluoro-2-methylphenyl)-5-fluoro-2H-spiro[benzofuran-3,1'-cyclopropane]-6-carboxamide NC1=C(C(=NC=N1)C=1C(=C(C=C(C1)F)NC(=O)C1=CC2=C(C=C1F)C1(CC1)CO2)C)OCCNC([2H])([2H])[2H]